3-(4-(2-fluoroethoxy)phenyl)-8-methoxy-2-(trifluoromethyl)-4H-pyrido[1,2-a]pyrimidin-4-one FCCOC1=CC=C(C=C1)C1=C(N=C2N(C1=O)C=CC(=C2)OC)C(F)(F)F